C(C)(C)(C)OC=O methanoic acid tert-butyl ester